FC1=C(C=C2CCC([C@H](C2=C1)NC(O[C@@H]1CN2CCC1CC2)=O)(C)C)C2=CC=C(C=C2)C(C)C (S)-quinuclidin-3-yl ((R)-7-fluoro-6-(4-isopropylphenyl)-2,2-dimethyl-1,2,3,4-tetrahydronaphthalen-1-yl)carbamate